3-ethyl-1-methyl-1H-pyrazole-5-carboxamide C(C)C1=NN(C(=C1)C(=O)N)C